[Li].FC(C(C=1NC(=C(N1)C#N)C#N)(F)F)(C(F)(F)F)F 2-heptafluoropropyl-4,5-dicyanoimidazole lithium salt